OC=1C2=C(C=3N(C1C(=O)NCC(=O)O)N=CN3)C=CO2 (6-hydroxyfuro[3,2-c][1,2,4]triazolo[1,5-a]pyridine-5-carbonyl)glycine